O=C(CC(=O)SCCNC(CCNC([C@@H](C(COP(OP(OC[C@@H]1[C@H]([C@H]([C@@H](O1)N1C=NC=2C(N)=NC=NC12)O)OP(=O)(O)O)(=O)O)(=O)O)(C)C)O)=O)=O)CCC(=O)O Beta-ketoadipyl-CoA